Cl.NC/C(/CN1N=CN(C1=O)C=1C(=NC=CC1)C=1C=CC2=C(NC(CO2)=O)C1)=C\F 6-(3-{1-[(2E)-2-(aminomethyl)-3-fluoroprop-2-en-1-yl]-5-oxo-1,5-dihydro-4H-1,2,4-triazol-4-yl}pyridine-2-yl)-2H-1,4-benzoxazin-3(4H)-one hydrochloride